9-(6-((2,2-dimethoxyethyl)(methyl)amino)pyridin-3-yl)-6,7-dimethoxynaphtho[2,3-c]furan-1(3H)-one COC(CN(C1=CC=C(C=N1)C1=C2C=C(C(=CC2=CC2=C1C(OC2)=O)OC)OC)C)OC